Benzyl (3-carbamoylbicyclo[2.2.2]oct-5-en-2-yl)carbamate C(N)(=O)C1C(C2C=CC1CC2)NC(OCC2=CC=CC=C2)=O